O1COC2=C1C=CC(=C2)CC2(NC(=NC(=C2)C2=CC(=CC=C2)OC)N)N 4-(benzo[d][1,3]dioxol-5-ylmethyl)-6-(3-methoxyphenyl)pyrimidine-2,4-diamine